C(CCCCCCCCCCCCCCCCCCCCCCCCC)(=O)OCCCCCCCCCCCCCCCCCCCCCCCCCCC heptacosan-1-yl cerotate